C(C)(C)(C)NS(=O)(=O)C1=CC(=CC=C1)C1=CSC2=C1N=C(N=C2)NC2=CC=C(C=C2)OC2CCN(CC2)CC N-tert-butyl-3-(2-(4-(1-ethylpiperidin-4-yloxy)phenylamino)thieno[3,2-d]pyrimidin-7-yl)benzenesulfonamide